(Z)-3-(2-morpholinoethyl)-5-((Z)-5-nitro-2-oxoindolin-3-ylidene)-2-(phenylimino)thiazolidin-4-one O1CCN(CC1)CCN1/C(/S\C(\C1=O)=C\1/C(NC2=CC=C(C=C12)[N+](=O)[O-])=O)=N/C1=CC=CC=C1